O=C1NC=2C=CC=C3C2N(C1)[C@H]1[C@@H]3CN(CC1)C(=O)OCC (6bS,10aR)-ethyl 2-oxo-2,3,6b,7,10,10a-hexahydro-1H-pyrido[3',4':4,5]pyrrolo[1,2,3-de]quinoxaline-8(9H)-carboxylate